COCCOC=1C(=NC=C(C1)C=1N=CC2=C(C=CC=C2C1)B1OC(C(O1)(C)C)(C)C)C(=O)OC(C)(C)C tert-Butyl 3-(2-methoxyethoxy)-5-(8-(4,4,5,5-tetramethyl-1,3,2-dioxaborolan-2-yl)isoquinolin-3-yl)picolinate